Cl.CN1N=CC(=C1)C=1C=CC2=CN(N=C2C1)C1CCC(CC1)CN 1-{(1r,4r)-4-[6-(1-Methyl-1H-pyrazol-4-yl)-2H-indazol-2-yl]cyclohexyl}methanamine, hydrochloride salt